ClC=1C=C(C=CC1F)C(C=1NC=C(N1)S(=O)(=O)C1CNCC1)C1=CC(=C(C=C1)F)F 2-((3-chloro-4-fluorophenyl)(3,4-difluorophenyl)methyl)-4-(pyrrolidin-3-ylsulfonyl)-1H-imidazole